C1C2CC(C1C=C2)CC(C(F)(F)F)(C(F)(F)F)O norbornenyl-2-trifluoromethyl-3,3,3-trifluoropropan-2-ol